tert-butyl (2-(pyridin-3-yl)cyclopropyl)carbamate N1=CC(=CC=C1)C1C(C1)NC(OC(C)(C)C)=O